ClC=1C=CC(=C(C1)C=1C=CC=C2C(=NC(=NC12)NC1=CC=C(C=C1)N1CCNCC1)N)F 8-(5-chloro-2-fluorophenyl)-N2-(4-(piperazin-1-yl)phenyl)quinazoline-2,4-diamine